(S)-2-(4-(pyrazolo[1,5-a]pyridin-2-yl)-6,7-dihydro-1H-imidazo[4,5-c]pyridin-5(4H)-yl)benzo[d]oxazole N1=C(C=C2N1C=CC=C2)[C@H]2N(CCC1=C2N=CN1)C=1OC2=C(N1)C=CC=C2